Tert-butyl 4-(3-(3-(3-oxo-2,9,12,15-tetraoxahenicosan-21-yloxy)benzylcarbamoyl)-phenylamino)-4-(5-(pyridin-4-yl)-4H-1,2,4-triazol-3-yl)piperidine-1-carboxylate O=C(OC)CCCCCOCCOCCOCCCCCCOC=1C=C(CNC(=O)C=2C=C(C=CC2)NC2(CCN(CC2)C(=O)OC(C)(C)C)C2=NN=C(N2)C2=CC=NC=C2)C=CC1